N,N-Diallyl-4-hydroxytryptamine C(C=C)N(CCC1=CNC2=CC=CC(=C12)O)CC=C